benzyl 4-[3-[(1R,5S)-3-[3-[bis(tert-butoxycarbonyl)amino]-6-[2-(methoxymethoxy)phenyl]pyridazin-4-yl]-3,8-diazabicyclo[3.2.1]octan-8-yl]phenoxy]piperidine-1-carboxylate C(C)(C)(C)OC(=O)N(C=1N=NC(=CC1N1C[C@H]2CC[C@@H](C1)N2C=2C=C(OC1CCN(CC1)C(=O)OCC1=CC=CC=C1)C=CC2)C2=C(C=CC=C2)OCOC)C(=O)OC(C)(C)C